FC=1C(=CC=2C3=C(NC(C2C1)=O)COCC3N(C(=O)C3=CC1=C(N3)SC=C1)C)F N-(8,9-difluoro-6-oxo-1,4,5,6-tetrahydro-2H-pyrano[3,4-c]isoquinolin-1-yl)-N-methyl-6H-thieno[2,3-b]pyrrole-5-carboxamide